tert-butyl (6-(2,3-dichloropyridin-4-yl)-9,10-dihydro-8H-pyrido[1,6-a:2,3-d']dipyrimidin-2-yl)(methyl)carbamate ClC1=NC=CC(=C1Cl)C1=CC2=C(N=C(N=C2)N(C(OC(C)(C)C)=O)C)N2C1=NCCC2